rel-N-(6-Amino-5-methyl-3-pyridyl)-2-[(2R,5R)-4,4-difluoro-5-methyl-2-(6-methyl-3-pyridyl)-1-piperidyl]-2-oxo-acetamide NC1=C(C=C(C=N1)NC(C(=O)N1[C@H](CC([C@@H](C1)C)(F)F)C=1C=NC(=CC1)C)=O)C |o1:12,15|